C(C=C)C1(CCCC2=CC=C(C=C12)OC)C allyl-7-methoxy-1-methyl-1,2,3,4-tetrahydronaphthalene